2-(((1R,3S)-3-(5-bromo-1-methyl-1H-benzo[d]imidazol-2-yl)cyclopentyl)amino)pyrimidine-5-carbonitrile BrC1=CC2=C(N(C(=N2)[C@@H]2C[C@@H](CC2)NC2=NC=C(C=N2)C#N)C)C=C1